7-fluoro-3-(3-(5-fluoro-3',6'-dihydro-[2,4'-bipyridine]-1'(2'H)-yl)-3-oxopropyl)isoquinolin-1(2H)-one FC1=CC=C2C=C(NC(C2=C1)=O)CCC(=O)N1CCC(=CC1)C1=NC=C(C=C1)F